(4R)-4-[3-[6-[(4-methylsulfonylphenyl)methyl]-2-azaspiro[3.3]heptan-2-yl]-3-oxo-propyl]oxazolidin-2-one CS(=O)(=O)C1=CC=C(C=C1)CC1CC2(CN(C2)C(CC[C@H]2NC(OC2)=O)=O)C1